7-morpholinylthiazolo[5,4-d]pyrimidin-2-amine N1(CCOCC1)C=1C2=C(N=CN1)SC(=N2)N